COC(\C=C\CN(C)[C@H](C(=O)OC(C)(C)C)C)=O.C(C)N(CC(=O)N)CC 2-(diethylamino)acetamide methyl-(S,E)-4-((1-(tert-butoxy)-1-oxopropan-2-yl)(methyl)amino)but-2-enoate